C(CCCCCCC\C=C/CCCCCCCC)(=O)OC Z-methyl oleate